C(C1=CC=CC=C1)OC1=NC(=CC=C1C1=NN(C2=CC(=CC=C12)N1CCC(CC1)CN1CC2(CN(C2)C(=O)OC(C)(C)C)C1)C)OCC1=CC=CC=C1 tert-butyl 6-((1-(3-(2,6-bis(benzyloxy)pyridin-3-yl)-1-methyl-1H-indazol-6-yl)piperidin-4-yl)methyl)-2,6-diazaspiro[3.3]heptane-2-carboxylate